OCC1N(CC(C(C1O)O)O)CCC1=CC=C(C=C1)CCNC1=C(C=C(C=C1)C1=NC=CC=N1)[N+](=O)[O-] (hydroxymethyl)-1-{2-[4-(2-{[2-nitro-4-(pyrimidin-2-yl)phenyl]amino}ethyl)phenyl]ethyl}piperidine-3,4,5-triol